FC(S(=O)(=O)[O-])(F)F.C(CCC)[NH3+] (n-butyl)ammonium trifluoromethanesulfonate